COC([C@@H](NC(=O)OC(C)(C)C)CO)=O N-(tert-butoxycarbonyl)-L-serine methyl ester